1-{1-[(3S)-3-methyl-6-(4,4,4-trifluorobutoxy)-3,4-dihydro-2-naphthalenyl]ethyl}-3-azetidinecarboxylic acid C[C@@H]1C(=CC2=CC=C(C=C2C1)OCCCC(F)(F)F)C(C)N1CC(C1)C(=O)O